1H-[1,3]diazolo[1,2-a]imidazole N1C=2N(C=C1)C=CN2